C1(=CC=CC2=CC=CC=C12)N(C1=CC=C(C=C1)NC1=CC=CC=C1)C1=CC=CC=C1 N1-(naphthalen-1-yl)-N1,N4-diphenyl-benzene-1,4-diamine